FC=1C(=NC(=NC1)NC1=CC=C(C=C1)N1CCN(CC1)C)NCCC(=O)NO 3-((5-fluoro-2-((4-(4-methylpiperazin-1-yl)phenyl)amino)pyrimidin-4-yl)amino)-N-hydroxypropionamide